5-Amino-3-(4-(2-((3,4-diethylphenyl)amino)-2-oxoethyl)phenyl)-1-isopropyl-1H-pyrazole-4-carboxamide NC1=C(C(=NN1C(C)C)C1=CC=C(C=C1)CC(=O)NC1=CC(=C(C=C1)CC)CC)C(=O)N